5-(3,5-dichlorobenzyl)pyridin-2-amine ClC=1C=C(CC=2C=CC(=NC2)N)C=C(C1)Cl